ClC1=C(C(=C(C=C1)C=1N=NN(C1)[C@@H]1[C@H]([C@H](O[C@H]2[C@@H]1OC(OC2)(C)C)CO)OC)F)F ((4aR,6R,7R,8R,8aR)-8-(4-(4-Chloro-2,3-difluorophenyl)-1H-1,2,3-triazol-1-yl)-7-methoxy-2,2-dimethylhexahydropyrano[3,2-d][1,3]dioxin-6-yl)methanol